C[C@H]1C[C@]2(CN1C(=O)OC(C)(C)C)OC1=C(C2)C=CC=C1 tert-Butyl (2R,5'S)-5'-methyl-3H-spiro[benzofuran-2,3'-pyrrolidine]-1'-carboxylate